C(C)OC1=CC=C(C=C1)S(=O)(=O)OC=1C=C(C=CC1)NC(NC1=CC(=CC=C1)OS(=O)(=O)C1=CC=C(C=C1)OCC)=O bis-[3-(p-ethoxybenzenesulfonyloxy)phenyl]urea